bis(2,3-dichlorophenyl)-4,4',5,5'-tetraphenyl-biimidazole ClC1=C(C=CC=C1Cl)C1(N=C(C(=N1)C1=CC=CC=C1)C1=CC=CC=C1)C1(N=C(C(=N1)C1=CC=CC=C1)C1=CC=CC=C1)C1=C(C(=CC=C1)Cl)Cl